FC1(CCN(CC1)C(CCCCCCSC1=C2C=NC(C2=CC(=C1)F)=O)=O)F 4-((7-(4,4-difluoropiperidin-1-yl)-7-oxoheptyl)thio)-6-fluoro-1-oxoisoindole